6-cyclopropyl-5-(cyclopropylethynyl)pyridin-3-amine C1(CC1)C1=C(C=C(C=N1)N)C#CC1CC1